N-(4-methyl-3-((3-(9-(tetrahydro-2H-pyran-2-yl)-8-(2-((tetrahydro-2H-pyran-2-yl)oxy)ethoxy)-9H-purin-6-yl)pyridin-2-yl)amino)phenyl)-4-(trifluoromethyl)picolinamide CC1=C(C=C(C=C1)NC(C1=NC=CC(=C1)C(F)(F)F)=O)NC1=NC=CC=C1C1=C2N=C(N(C2=NC=N1)C1OCCCC1)OCCOC1OCCCC1